OCC1(C(CCC1)=O)CO 2,2-bis(hydroxymethyl)cyclopentan-1-one